6-(2-(benzyloxy)phenyl)-4-(3,8-diazabicyclo[3.2.1]octan-3-yl)pyridazin-3-amine C(C1=CC=CC=C1)OC1=C(C=CC=C1)C1=CC(=C(N=N1)N)N1CC2CCC(C1)N2